OC(=O)C(F)(F)F.[C@H]12CNC[C@@H]2C1C1=NN=C2N1C=C(C=C2)C 3-[(1R,5S,6r)-3-azabicyclo[3.1.0]hex-6-yl]-6-methyl[1,2,4]triazolo[4,3-a]pyridine TFA Salt